C(C)N(C(=O)C1=C(OC2=C(N=C(N=N2)C)N2CC3(CN(C3)[C@H](CCCNC(OC(C)(C)C)=O)C(C)C)CC2)C=CC(=C1)F)C(C)C tert-butyl (R)-(4-(6-(6-(2-(ethyl(isopropyl)carbamoyl)-4-fluorophenoxy)-3-methyl-1,2,4-triazin-5-yl)-2,6-diazaspiro[3.4]octan-2-yl)-5-methylhexyl)carbamate